C1(CC1)C=1C=C(C=C2C=NC(=NC12)N1CCOCC1)C=O 8-cyclopropyl-2-morpholino-quinazoline-6-carbaldehyde